OC1=CC=C(C=C1)C1CC(CC(C1)C)(C)C 1-(4-hydroxyphenyl)-3,3,5-trimethylcyclohexane